1-((4-(dihydroxy-boryl)phenyl)methyl)-1,3-benzodiazole-5-carboxylic acid trifluoroacetate FC(C(=O)O)(F)F.OB(C1=CC=C(C=C1)CN1C=NC2=C1C=CC(=C2)C(=O)O)O